ClC=1N=C(C2=C(N1)CN(C2)C(=O)OC(C)(C)C)Cl tert-butyl 2,4-dichloro-5,7-dihydropyrrolo[3,4-d]pyrimidine-6-carboxylate